FC(OC1=CC=C(C(=O)C2=C(N=C(S2)N(C2=CC(=C(C=C2)F)F)C(C(=O)N)C)C)C=C1)F (N-[5-[4-(Difluoromethoxy)benzoyl]-4-methylthiazol-2-yl]-3,4-difluoroanilino)propanamid